tetraglycidyl-bis(4-amino-3,5-dimethylphenyl)-1,4-diisopropylbenzene C(C1CO1)C1(C(C(=C(C(=C1C(C)C)C1=CC(=C(C(=C1)C)N)C)C1=CC(=C(C(=C1)C)N)C)C(C)C)(CC1CO1)CC1CO1)CC1CO1